C(C)(C)(C)OC(=O)N1C(=CC2=CC=C(C=C12)OC)B(O)O (1-(tert-butoxycarbonyl)-6-methoxy-1H-indol-2-yl)boronic acid